α-methyl-2-((R)-1-phenylethyl)octahydropyrrolo[3,4-c]pyrrole CC(C)(C1=CC=CC=C1)N1CC2CNCC2C1